COC=1C(=CC=2C3=C(C=NC2C1)N(C(N3C=3N=C(SC3)C)=O)C)C=3C=NNC3 7-Methoxy-3-methyl-1-(2-methylthiazol-4-yl)-8-(1H-pyrazol-4-yl)-1,3-dihydro-imidazo[4,5-c]quinolin-2-one